6-(2-azaspiro[3.3]heptan-6-ylmethyl)-3-(trifluoromethyl)-[1,2,4]triazolo[4,3-a]pyridine C1NCC12CC(C2)CC=2C=CC=1N(C2)C(=NN1)C(F)(F)F